C1(CCC1)CN(C(=O)OCC1=C(C=NN1C)C1=NC=C(C(=N1)CC)O[C@@H]1C[C@H](CCC1)C(=O)O)C (1S,3S)-3-({2-[5-({[(cyclobutylmethyl)(methyl)carbamoyl]oxy}methyl)-1-methyl-1H-pyrazol-4-yl]-4-ethylpyrimidin-5-yl}oxy)cyclohexane-1-carboxylic acid